N1CC2=C1C=CC=C2CN2C(C(C1=CC=C(C=C21)C(=O)NC2=CNC1=CC=CC=C21)(C)C)=O ((1-Benzazetidin-3-yl)methyl)-N-(1H-indol-3-yl)-3,3-dimethyl-2-oxoindoline-6-carboxamide